ClC=1C=CC(=C(C1)C1=CC(=C(N=N1)OCCN(C)C)NC1=C2C(=NC=C1)N(C=C2)COCC[Si](C)(C)C)F 6-(5-chloro-2-fluorophenyl)-3-[2-(dimethylamino)ethoxy]-N-(1-{[2-(trimethylsilyl)ethoxy]methyl}-1H-pyrrolo[2,3-b]pyridin-4-yl)pyridazin-4-amine